1H-Pyrazol N1N=CC=C1